4-amino-7-((2R,3R,4S,5R)-3,4-dihydroxy-5-(hydroxymethyl)tetrahydro-furan-2-yl)-7H-pyrrolo[2,3-d]pyrimidine-5-carboxamide hydrochloride Cl.NC=1C2=C(N=CN1)N(C=C2C(=O)N)[C@@H]2O[C@@H]([C@H]([C@H]2O)O)CO